ClC=1C=C(C=CC1Cl)C1=CC=C(O1)CCNC(=O)C=1NN=C(C1)C(C)(C)C 5-Tert-Butyl-2H-pyrazole-3-carboxylic acid {2-[5-(3,4-dichlorophenyl)-furan-2-yl]-ethyl}-amide